6-(2'-((3-Hydroxyazetidin-1-yl)Methyl)-[1,1'-Biphenyl]-4-yl)-2-Methyl-1H-benzo[d]Imidazol OC1CN(C1)CC1=C(C=CC=C1)C1=CC=C(C=C1)C=1C=CC2=C(NC(=N2)C)C1